CN(C1CCC(CC1)NC1=CC=CC=2C(=C(OC21)C#CC)CC(F)(F)F)C 3-(7-((4-(dimethylamino)cyclohexyl)amino)-3-(2,2,2-trifluoroethyl)benzofuran-2-yl)prop-2-yn